2-azido-3-hydroxy-3-(4-methoxyphenyl)propanoate N(=[N+]=[N-])C(C(=O)[O-])C(C1=CC=C(C=C1)OC)O